NCCC[SiH2]C(OCCCCCCCCCCCC)OCCCCCCCCCCCC 3-aminopropyl(didodecanoxymethylsilane)